BrC1=C(C=C(C=C1)C1(CC1)N)Cl 1-(4-bromo-3-chlorophenyl)cyclopropan-1-amine